FC1=CC=CC=2C3CC[C@@]4(C(\C(\[C@H](C4C3CCC12)CCC(=O)N(C)C)=C/O)=O)C 3-((13S,15S,Z)-4-fluoro-16-(hydroxymethylene)-13-methyl-17-oxo-7,8,9,11,12,13,14,15,16,17-decahydro-6H-cyclopenta[a]phenanthren-15-yl)-N,N-dimethylpropanamide